C(N)(=O)C=1C=C(C(=C2C(=C(NC12)C)C)C1=C2C(CN(CC2=CC=C1)C(=O)OC(C)(C)C)(F)F)F tert-Butyl 5-(7-carbamoyl-5-fluoro-2,3-dimethyl-1H-indol-4-yl)-4,4-difluoro-3,4-dihydroisoquinoline-2(1H)-carboxylate